1-(2-chlorophenyl)-4-(((1r,3r)-3-hydroxycyclobutyl)amino)-7-(trifluoro-methyl)pyrido[2,3-d]pyrimidin-2(1H)-one ClC1=C(C=CC=C1)N1C(N=C(C2=C1N=C(C=C2)C(F)(F)F)NC2CC(C2)O)=O